tert-butyl 3-(2-(benzyloxy)-2-oxoethyl)-3-((2-ethoxy-2-oxoethyl)(methyl)amino)azetidine-1-carboxylate C(C1=CC=CC=C1)OC(CC1(CN(C1)C(=O)OC(C)(C)C)N(C)CC(=O)OCC)=O